1-(5-((2,6-dichlorophenyl)ethynyl)-2,3-dihydro-1H-inden-1-yl)-4-fluoropiperidine-4-carboxylic acid ClC1=C(C(=CC=C1)Cl)C#CC=1C=C2CCC(C2=CC1)N1CCC(CC1)(C(=O)O)F